NCC=1C=CC(=C(C(=O)NC(C)C=2C=C(C=C(C2)C=2C=NN(C2)C)C2=CC(=C(C=C2)O)Cl)C1)C 5-(aminomethyl)-N-(1-(3'-chloro-4'-hydroxy-5-(1-methyl-1H-pyrazol-4-yl)-[1,1'-biphenyl]-3-yl)ethyl)-2-methylbenzamide